N1N=CC2=C1C=CC=C2 BENZO-PYRAZOLE